methyl-(2R,4R)-1-(3-chloro-2-fluorobenzyl)-4-((6-chloropyrazin-2-yl) methyl)-2-methylpiperidine-4-carboxylate COC(=O)[C@]1(C[C@H](N(CC1)CC1=C(C(=CC=C1)Cl)F)C)CC1=NC(=CN=C1)Cl